[N]=O Nitrogen-oxide